NC=1C(=CC(=NC1C(=O)N)C(=O)NC=1C=NC=CC1)C1=C(C(=CC=C1C)O)C 5-amino-4-(3-hydroxy-2,6-dimethylphenyl)-N2-(pyridin-3-yl)pyridine-2,6-dicarboxamide